N-(4-Trifluoromethoxy-benzyl)-3-[3-(2-trifluoromethoxy-benzyl)-3H-imidazo[4,5-b]pyridin-2-yl]-propionamide FC(OC1=CC=C(CNC(CCC2=NC=3C(=NC=CC3)N2CC2=C(C=CC=C2)OC(F)(F)F)=O)C=C1)(F)F